p-bromomethylbenzaldehyde BrCC1=CC=C(C=O)C=C1